N-[1-[(2R,4S,5R)-5-[[tert-butyl(dimethyl)silyl]oxymethyl]-5-ethynyl-4-(methoxymethoxy)tetrahydrofuran-2-yl]-5-fluoro-2-oxo-pyrimidin-4-yl]benzamide [Si](C)(C)(C(C)(C)C)OC[C@@]1([C@H](C[C@@H](O1)N1C(N=C(C(=C1)F)NC(C1=CC=CC=C1)=O)=O)OCOC)C#C